C(C)(C)C(C)(NS)C(C)C Diisopropyl-ethyl-mercaptoamine